CNC(NC#N)=N N3-methyl-N1-cyanoguanidine